Ethynyl-di(3-furyl)methylsilane C(#C)[SiH2]C(C1=COC=C1)C1=COC=C1